2,7-diazaspiro[4.4]nonan-3-one hydrochloride Cl.C1NC(CC12CNCC2)=O